2-((6-methoxypyridin-3-yl)methyl)-6-(phenylthio)phthalazin-1(2H)-one COC1=CC=C(C=N1)CN1C(C2=CC=C(C=C2C=N1)SC1=CC=CC=C1)=O